C1(CC1)OC1=NC=CC=C1C=1C=NN2C1N=C(C(=C2)C)N2CCN(CC2)C(=O)OC(C)(C)C tert-butyl 4-[3-[2-(cyclopropoxy)-3-pyridyl]-6-methyl-pyrazolo[1,5-a]pyrimidin-5-yl]piperazine-1-carboxylate